C(#N)C1=C(C=CC(=C1)C(N(C)C)=O)[C@@H]([C@@H](C)C=1N(C(C(=C(N1)C(=O)NC=1C=NOC1)O)=O)C)C1=CC=CC=C1 2-((1S,2R)-1-(2-cyano-4-(dimethylcarbamoyl)phenyl)-1-phenylpropan-2-yl)-5-hydroxy-N-(isoxazol-4-yl)-1-methyl-6-oxo-1,6-dihydropyrimidine-4-carboxamide